1-{6-[4-(6-chloro-3-quinolylamino)-2-pyrimidinylamino]-1-indolinyl}-2-(dimethylamino)-1-ethanone ClC=1C=C2C=C(C=NC2=CC1)NC1=NC(=NC=C1)NC1=CC=C2CCN(C2=C1)C(CN(C)C)=O